(R)-3-(3'-fluoro-5'-(trifluoromethyl)-[1,1'-biphenyl]-3-yl)isoxazolidine Nickel Molybdenum Molybdenum [Mo].[Mo].[Ni].FC=1C=C(C=C(C1)C(F)(F)F)C1=CC(=CC=C1)[C@@H]1NOCC1